COC(C1CCN(CC1)C1=CC=C(C=C1)[C@H]1[C@H](OCC2=CC(=CC=C12)O)C1=CC(=CC(=C1)C)F)OC (3S,4R)-4-(4-(4-(dimethoxymethyl)piperidin-1-yl)phenyl)-3-(3-fluoro-5-methylphenyl)isochroman-7-ol